O=C1CN(C2(C3N1CCCC3)CC2)C(=O)[O-] 4'-oxohexahydrospiro[cyclopropane-1,1'-pyrido[1,2-a]pyrazine]-2'(6'H)-carboxylate